ClC1=CC(=NC=N1)C1=CC(=C(CN(C(OC(C)(C)C)=O)C)C=C1)C tert-butyl 4-(6-chloropyrimidin-4-yl)-2-methylbenzylmethylcarbamate